COC(=O)C(C(C)C)C1=CC(=NO1)OCC1CCN(CC1)C(=O)OC(C)(C)C tert-butyl 4-[[5-(1-methoxycarbonyl-2-methyl-propyl)isoxazol-3-yl]oxymethyl]piperidine-1-carboxylate